C(C)C(COC1=C2C(SC=C2)=C(C2=C1SC=C2)OCC(CCCC)CC)CCCC 4,8-bis((2-ethylhexyl)oxy)benzo[1,2-b:4,5-b']dithiophene